FC=1NC=CC1C=1C=C2C(=CN(C(C2=CC1)=O)CC=1C=C(C(=O)NC)C=CC1)CC(C)O 3-((6-(2-Fluoro-1H-pyrrol-3-yl)-4-(2-hydroxypropyl)-1-oxoisoquinolin-2(1H)-yl)methyl)-N-methylbenzamide